N,N-bis(trimethylstyryl)amide CC1=C(C(=C([N-]C(=C(C2=C(C=CC=C2)C)C)C)C)C)C=CC=C1